3-{[1-(Acetyloxy)-3-phenylpropan-2-yl]carbamoyl}-3-aminopropionic acid C(C)(=O)OCC(CC1=CC=CC=C1)NC(=O)C(CC(=O)O)N